1-(2-amino-2-methyl-propyl)-3-[3-(2-chloro-6-methyl-4-pyridinyl)-2-(3-cyanophenyl)pyrazolo[1,5-a]Pyrimidin-5-yl]Urea trifluoroacetate FC(C(=O)O)(F)F.NC(CNC(=O)NC1=NC=2N(C=C1)N=C(C2C2=CC(=NC(=C2)C)Cl)C2=CC(=CC=C2)C#N)(C)C